NCC=1C(=C(C=CC1)C1=CC(=CC=2C=COC21)[C@H]2CNC1=C(O2)C(=CC=C1)CC(=O)O)F (S)-2-(2-(7-(3-(aminomethyl)-2-fluorophenyl)benzofuran-5-yl)-3,4-dihydro-2H-benzo[b][1,4]oxazin-8-yl)acetic acid